ClC=1C(=NC=C(C1)C(F)(F)F)C=1C=C(C=CC1OC)NC(=O)C1C(N(C(N(C1=O)C)=S)C)=O N-[3-[3-chloro-5-(trifluoromethyl)-2-pyridinyl]-4-methoxyphenyl]hexahydro-1,3-dimethyl-4,6-dioxo-2-thioxo-5-pyrimidinecarboxamide